FC=1C=C(C=C(C1)F)[C@@H]1CCN2N1C(C1(C2)CCN(CC1)C(=O)C1=NC=CN=C1)=O (S)-7'-(3,5-difluorophenyl)-1-(pyrazine-2-carbonyl)dihydro-1'H,3'H,5'H-spiro[piperidine-4,2'-pyrazolo[1,2-a]pyrazol]-1'-one